6-methoxy-3-((1-oxo-6-(phenylsulfonyl)phthalazin-2(1H)-yl)methyl)pyridineamide COC1=CC=C(C(=N1)C(=O)N)CN1C(C2=CC=C(C=C2C=N1)S(=O)(=O)C1=CC=CC=C1)=O